O1CC(=CC1)C1=CC=C(C=C1)[C@@]1(CC[C@@]2([C@H]3CC[C@@]4([C@H](CC[C@H]4[C@@H]3CC[C@@H]2C1)[C@@H](CCC(=O)O)C)C)C)O (R)-4-((3S,5R,8R,9S,10S,13R,14S,17R)-3-(4-(2,5-dihydrofuran-3-yl)phenyl)-3-hydroxy-10,13-dimethylhexadecahydro-1H-cyclopenta[a]phenanthren-17-yl)pentanoic acid